(15R)-5-(2-ethynyl-5-fluoro-4-pyridyl)-15-methyl-11-thia-6,14,17-triazatetracyclo[8.8.0.0^2,7.0^12,18]octadeca-1(10),2(7),3,5,8,12(18)-hexaen-13-one C(#C)C1=NC=C(C(=C1)C=1C=CC=2C=3C=4NC[C@H](NC(C4SC3C=CC2N1)=O)C)F